FC1=C(C(=CC=C1)OC)C1=NC=CC2=C1CN(C2=O)C2=NC(=CC(=C2)C)N2[C@H]1[C@@H](CC2)NCC1 4-(2-fluoro-6-methoxyphenyl)-2-(6-((3ar,6ar)-hexahydropyrrolo[3,2-b]pyrrol-1(2H)-yl)-4-methylpyridin-2-yl)-2,3-dihydro-1H-pyrrolo[3,4-c]pyridin-1-one